BrC=1C=C2C(=CC1)C(N(CC21CC1)C1(CC1)C(=O)NC1=NC=CC=N1)=O 1-(6-bromo-1-oxospiro[3H-isoquinoline-4,1'-cyclopropane]-2-yl)-N-pyrimidin-2-ylcyclopropane-1-carboxamide